(2r,4s)-6-oxo-5-azaspiro[3.4]octane-2-carboxylate O=C1NC2(CC(C2)C(=O)[O-])CC1